(R or S)-N-(2-(1-cyclopropyl-2-hydroxy-2-methylpropyl)-3-oxoisoindolin-4-yl)-6,7-dihydro-5H-cyclopenta[b]pyridine-4-carboxamide C1(CC1)[C@H](C(C)(C)O)N1CC2=CC=CC(=C2C1=O)NC(=O)C1=C2C(=NC=C1)CCC2 |o1:3|